tert-Butyl (4-(4-amino-7-(2-methyloxazol-5-yl)pyrrolo[2,1-F][1,2,4]triazin-5-yl)-2-methoxyphenyl)carbamate NC1=NC=NN2C1=C(C=C2C2=CN=C(O2)C)C2=CC(=C(C=C2)NC(OC(C)(C)C)=O)OC